[5-(7-Morpholin-4-ylquinazolin-4-yl)-thiophen-2-yl]-thiazol-2-yl-methanol N1(CCOCC1)C1=CC=C2C(=NC=NC2=C1)C1=CC=C(S1)C(O)C=1SC=CN1